C1(=CC=CC=C1)NS(=O)(=O)C=1C=C2C(C(NC2=CC1)=O)=CC=1NC(=C(C1C)C(=O)N1CCN(CC1)C)C 3-[3,5-dimethyl-4-(4-methyl-piperazine-1-carbonyl)-1H-pyrrol-2-ylmethylene]2-oxo-2,3-Dihydro-1H-indole-5-sulfonic acid phenylamide